N1CCC(CC1)C1=C(C=CC(=C1)C=1N=NNC1C(=O)O)C1=CC=C(C=C1)C=1N=NNC1 4-(2-(piperidin-4-yl)-4'-(1H-1,2,3-triazol-4-yl)-[1,1'-biphenyl]-4-yl)-1H-1,2,3-triazol-5-carboxylic acid